FC1=C(C(=O)NC2(CCCCC2)C(=O)N2CCC3(C(C(N(C3=O)C)=O)C3=CC=CC=C3)CC2)C=C(C=C1)C(F)(F)F 2-fluoro-N-(1-(2-methyl-1,3-dioxo-4-phenyl-2,8-diazaspiro[4.5]decane-8-carbonyl)cyclohexyl)-5-(trifluoromethyl)benzamide